tertiary butyl 2-diazo-2-benzenesulfonylacetate [N+](=[N-])=C(C(=O)OC(C)(C)C)S(=O)(=O)C1=CC=CC=C1